4,4',4''-(1,3,5-triazin-2,4,6-triyltriimino)-tris-benzoate N1=C(N=C(N=C1NC1=CC=C(C(=O)[O-])C=C1)NC1=CC=C(C(=O)[O-])C=C1)NC1=CC=C(C(=O)[O-])C=C1